Tert-butyl (1R,5S,6r)-6-{[acetyl (ethyl) amino] methyl}-3-azabicyclo[3.1.0]hexane-3-carboxylate C(C)(=O)N(CC)CC1[C@@H]2CN(C[C@H]12)C(=O)OC(C)(C)C